FC1=C2C=C(NC2=C(C(=C1)F)F)C(=O)NC 4,6,7-triFluoro-N-methyl-1H-indole-2-carboxylic acid amide